ClC1=C(N=C2N(C1=O)C=C(N=C2C2=CC=C(C=C2)C(F)(F)F)[C@@H]2C[C@H](OCC2)C=2C=NN(C2)C)C 3-chloro-2-methyl-7-((2S,4S)-2-(1-methyl-1H-pyrazol-4-yl)tetrahydro-2H-pyran-4-yl)-9-(4-(trifluoromethyl)phenyl)-4H-pyrazino[1,2-a]pyrimidin-4-one